C1(=CC=C(C=C1)N(C1=CC=2C(C3=CC=CC=C3C2C=C1)(C)C)C1=CC=C(C=C1)C=1C=CC=2N(C3=CC=CC=C3C2C1)C1=CC=CC=C1)C1=CC=CC=C1 N-(biphenyl-4-yl)-N-[4-(9-phenyl-9H-carbazole-3-yl)phenyl]-9,9-dimethyl-9H-fluorene-2-amine